5-bromo-7-(piperidin-4-yl)pyrrolo[2,1-f][1,2,4]triazin-4-amine BrC=1C=C(N2N=CN=C(C21)N)C2CCNCC2